4-chloro-5-(3-((4-fluoro-2-(trifluoromethyl)phenyl)(methoxy)methyl)-5,6-dihydroimidazo[1,2-a]pyrazin-7(8H)-yl)pyridazin-3(2H)-one ClC=1C(NN=CC1N1CC=2N(CC1)C(=CN2)C(OC)C2=C(C=C(C=C2)F)C(F)(F)F)=O